CC=1N=C2N(N=C(C=C2C)C=2N=C3N(C(C2)=O)C=C(S3)N3CC(N(C(C3)C)C(=O)OC(C)(C)C)C)C1 tert-butyl 4-[7-(2,8-dimethylimidazo[1,2-b]pyridazin-6-yl)-5-oxo-thiazolo[3,2-a]pyrimidin-2-yl]-2,6-dimethyl-piperazine-1-carboxylate